ClC=1C=NN(C1C(=O)NC1=C(C=C(C=C1F)C#CC1=CC=CC=C1)F)C1CC(C1)C#N 4-chloro-1-(3-cyanocyclobutyl)-N-(2,6-difluoro-4-(phenylethynyl)phenyl)-1H-pyrazole-5-carboxamide